(14S)-17-(5-bromopyridin-2-yl)-8-tert-butyl-12,12-dimethyl-2λ6-thia-3,9,11,18,23-pentaazatetracyclo[17.3.1.111,14.05,10]tetracosa-1(23),5(10),6,8,19,21-hexaene-2,2,4-trione BrC=1C=CC(=NC1)C1CC[C@H]2CC(N(C=3N=C(C=CC3C(NS(C=3C=CC=C(N1)N3)(=O)=O)=O)C(C)(C)C)C2)(C)C